N-(cyclopropylmethyl)-6-[3-(3-fluoropyrrolidin-1-yl)propoxy]-7-methoxy-1H,2H,3H-cyclopenta[b]quinolin-9-amine C1(CC1)CNC1=C2C(=NC=3C=C(C(=CC13)OC)OCCCN1CC(CC1)F)CCC2